OCCN1C(=NC=C1)C 1-(2-hydroxyethyl)-2-methylimidazole